5-[(5-methylpyrazin-2-yl)amino]-2-{6-[(3S)-3-(propan-2-yl)piperazin-1-yl]pyridazin-3-yl}pyridin-3-ol CC=1N=CC(=NC1)NC=1C=C(C(=NC1)C=1N=NC(=CC1)N1C[C@@H](NCC1)C(C)C)O